CC(C)(C=1C=C(C=C(C1O)C(C)(C)C)CCC(=O)O)C 3-[3,5-bis-(dimethylethyl)-4-hydroxy-phenyl]propanoic acid